COC1=NC(=NC=C1C#N)N[C@H]1CN(CCC1)C1=NN(C2=CC(=CC=C12)[N+](=O)[O-])C (R)-4-Methoxy-2-((1-(1-methyl-6-nitro-1H-indazol-3-yl)piperidin-3-yl)amino)pyrimidine-5-carbonitrile